bis(3-pentyloctyl) 6-((2-oxaspiro[3.3]heptan-6-yl)amino)hexadecanedioate C1OCC12CC(C2)NC(CCCCC(=O)OCCC(CCCCC)CCCCC)CCCCCCCCCC(=O)OCCC(CCCCC)CCCCC